C(C)C1NC2=CC=C(C=C2NC1=O)C(=O)OC methyl 2-ethyl-3-oxo-2,4-dihydro-1H-quinoxaline-6-carboxylate